2'-bromo-5'-(4-methoxybenzyl)spiro[piperidine-4,4'-thieno[2,3-c]pyrrol]-6'(5'H)-one BrC1=CC2=C(C(N(C23CCNCC3)CC3=CC=C(C=C3)OC)=O)S1